(tert-butyloxycarbonyl)-N-methyl-S-trityl-L-cysteine C(C)(C)(C)OC(=O)N([C@@H](CSC(C1=CC=CC=C1)(C1=CC=CC=C1)C1=CC=CC=C1)C(=O)O)C